gonan C1C[C@H]2CC[C@H]3[C@@H](CCC4CCCC[C@H]34)[C@@H]2C1